(Z)-3-methyl-6-(1-methylethenyl)-3,9-decadien-1-ol acetate C(C)(=O)OCC\C(=C/CC(CCC=C)C(=C)C)\C